2-[(2,2-difluoroethyl)amino]-5-[5-(2-oxo-1,2,3,4-tetrahydroquinolin-6-yl)-1,3,4-oxadiazol-2-yl]benzonitrile FC(CNC1=C(C#N)C=C(C=C1)C=1OC(=NN1)C=1C=C2CCC(NC2=CC1)=O)F